2-(4-bromo-2-fluoro-benzyl)-4-fluoro-3-hydroxyisoindolin-1-one-3-d BrC1=CC(=C(CN2C(C3=CC=CC(=C3C2([2H])O)F)=O)C=C1)F